CN(C(OC1=CC(=C2C(=C(C(OC2=C1)=O)CC1=C(C(=CC=C1)NS(NC)(=O)=O)F)CN(C)C)C)=O)C 4-((dimethylamino)methyl)-3-(2-fluoro-3-((N-methylsulfamoyl)amino)benzyl)-5-methyl-2-oxo-2H-chromen-7-yl dimethylcarbamate